2-((1s,4r,5r)-5-((5-cyclopropyl-3-(2,6-dichlorophenyl)isoxazol-4-yl)methoxy)-3-oxo-2-azabicyclo[2.2.1]heptan-2-yl)-4-(tetrahydro-2H-pyran-4-yl)benzo[d]thiazole-6-carboxylic acid C1(CC1)C1=C(C(=NO1)C1=C(C=CC=C1Cl)Cl)CO[C@H]1[C@@H]2C(N([C@H](C1)C2)C=2SC1=C(N2)C(=CC(=C1)C(=O)O)C1CCOCC1)=O